COC=1C=C(C=CC1CC=1OC(=CN1)C)C=1C=C(N2N=CN=C(C21)N)C2=NN(C=C2)C 5-(3-methoxy-4-((5-methyloxazol-2-yl)methyl)phenyl)-7-(1-methyl-1H-pyrazol-3-yl)pyrrolo[2,1-f][1,2,4]triazin-4-amine